2-bromo-1,3-oxazole-4-carboxylic acid BrC=1OC=C(N1)C(=O)O